1-[4-(2,3-Dimethylphenyl)piperazin-1-yl]-2-[3-(pyrrolidin-1-carbonyl)-6,7-dihydro-4H-pyrano[4,3-c]pyrazol-1-yl]ethanon CC1=C(C=CC=C1C)N1CCN(CC1)C(CN1N=C(C2=C1CCOC2)C(=O)N2CCCC2)=O